NCC1CCN(CC1)C(=O)N[C@H](C(=O)NCCCC[C@@H](C(=O)O)NC(=O)N[C@@H](CCC(=O)O)C(=O)O)CC1=CC2=CC=CC=C2C=C1 (((S)-5-((S)-2-(4-(aminomethyl)piperidine-1-carboxamido)-3-(2-naphthyl)propanamido)-1-carboxypentyl)carbamoyl)-L-glutamic acid